C(=O)(O)C1=CC=C(C=C1)C1=C2NC(=C1)C=C1C=CC(=N1)C=C1C=CC(N1)=CC=1C3=C(C(N1)=C2)C=CC=C3 (4-carboxy-phenyl)benzoporphyrin